C1(=CC(=CC=C1)C1=NC(=NC=C1Cl)NC1=CC=C(C=C1)S(=O)(=O)NCCOCCOCCOCCN)C1=CC=CC=C1 4-((4-([1,1'-biphenyl]-3-yl)-5-chloropyrimidin-2-yl)amino)-N-(2-(2-(2-(2-aminoethoxy)ethoxy)ethoxy)ethyl)benzenesulfonamide